ClC=1C=C(C=CC1F)[C@@H]1[C@H](C1)C(=O)ON1C(C2=CC=CC=C2C1=O)=O 1,3-dioxoisoindolin-2-yl (1S,2S)-2-(3-chloro-4-fluorophenyl)cyclopropane-1-carboxylate